OC(=O)C(F)(F)F.ClC=1N=CC=C2C1SC(=C2)C2=C(C(=NC(=C2C=2OC(=NN2)C)CCC2=CC=C(C=C2)F)[C@H]2NCCC2)C(=O)OCC ethyl 4-(7-chlorothieno[2,3-c]pyridin-2-yl)-6-[2-(4-fluorophenyl)ethyl]-5-(5-methyl-1,3,4-oxadiazol-2-yl)-2-[(2S)-tetrahydro-1H-pyrrol-2-yl]pyridine-3-carboxylate TFA salt